(2-carbamoyl-4-((2S,3R,4R,5S)-3-(3,4-difluoro-2-methoxyphenyl)-4,5-dimethyl-5-(trifluoromethyl)tetrahydrofuran-2-carboxamido)phenyl)boronic acid C(N)(=O)C1=C(C=CC(=C1)NC(=O)[C@H]1O[C@@]([C@@H]([C@@H]1C1=C(C(=C(C=C1)F)F)OC)C)(C(F)(F)F)C)B(O)O